Benzic acid C(C1=CC=CC=C1)(=O)O